FC(C1=CC=C(CN2CC3(C2)CCN(CC3)C(=O)OC(C(F)(F)F)C(F)(F)F)C=C1)(F)F 1,1,1,3,3,3-Hexafluoropropan-2-yl 2-(4-(trifluoromethyl)benzyl)-2,7-diazaspiro[3.5]nonane-7-carboxylate